5,6-difluoro-3-((1-methylpyrrolidin-2-yl)methyl)-1H-indole FC=1C=C2C(=CNC2=CC1F)CC1N(CCC1)C